3-((5-(1-(2,2-difluoroethyl)-4-fluoro-1H-benzo[d]imidazol-6-yl)-4-methoxypyrrolo[2,1-f][1,2,4]triazin-2-yl)amino)-2,2-dimethylpropanenitrile FC(CN1C=NC2=C1C=C(C=C2F)C=2C=CN1N=C(N=C(C12)OC)NCC(C#N)(C)C)F